FC1=CC=NC(=C1C(=O)N[C@H](CCOC[C@H](CCC1=NC=2NCCCC2C=C1)C)C(=O)O)C N-(4-fluoro-2-methylnicotinoyl)-O-((S)-2-methyl-4-(5,6,7,8-tetrahydro-1,8-naphthyridin-2-yl)butyl)-D-homoserine